C12OCC(C1)(C2)C=2N=C1N(C=C(C(=N1)OC1CCC1)C(=O)NC=1C(N(C=CC1)C1CC1)=O)C2 2-(2-oxabicyclo[2.1.1]hexan-4-yl)-7-cyclobutoxy-N-(1-cyclopropyl-2-oxo-1,2-dihydropyridin-3-yl)imidazo[1,2-a]pyrimidine-6-carboxamide